CN1C(SC2=C1C(C1=C(C2=O)C=CC=C1)=O)=NC 3-methyl-2-methyliminobenzo[f][1,3]benzothiazole-4,9-dione